5-cyclohexyl-2-(2-methoxyphenyl)oxazoline C1(CCCCC1)C1CN=C(O1)C1=C(C=CC=C1)OC